CC=1C=C(C=CC1C)C1=CC=C(C(=N1)OC)C#C 6-(3,4-dimethylphenyl)-3-ethynyl-2-methoxypyridine